N-(2-(1-methyl-1H-indazol-3-yl)propan-2-yl)-2-(1-methylpyrrolidin-2-yl)acetamide CN1N=C(C2=CC=CC=C12)C(C)(C)NC(CC1N(CCC1)C)=O